FC=1C=CC(=NC1C)OCC12CC(C1)(C2)C(=O)N2N=CCC2C=2N=CC(=NC2)C#N 5-(1-(3-(((5-fluoro-6-methylpyridin-2-yl)oxy)-methyl)bicyclo[1.1.1]pentane-1-carbonyl)-4,5-dihydro-1H-pyrazol-5-yl)pyrazine-2-carbonitrile